NC1([C@H](C=CC(C1)(C)F)OC=1C=CC(=NC1C(F)F)C1=CC(=NC=C1)NC(C)=O)C (S)-N-(5-((2-amino-4-fluoro-2,4-dimethylphenyl)oxy)-6-(difluoromethyl)-[2,4'-bipyridyl]-2'-yl)acetamide